1-((2S,6S)-6-((4-bromophenoxy)methyl)-2-methyl-1,4-dioxan-2-yl)-N,N-dimethylmethanamine BrC1=CC=C(OC[C@@H]2COC[C@](O2)(C)CN(C)C)C=C1